tert-butyl 4-(2-oxo-5-(4,4,5,5-tetramethyl-1,3,2-dioxaborolan-2-yl)pyridin-1(2H)-yl)piperidine-1-carboxylate O=C1N(C=C(C=C1)B1OC(C(O1)(C)C)(C)C)C1CCN(CC1)C(=O)OC(C)(C)C